3-(2-chloro-6-fluorophenyl)-1-((4-(4-methylpiperazine-1-carbonyl)phenyl)amino)imidazo[1,5-a]pyrazin-8(7H)-one ClC1=C(C(=CC=C1)F)C1=NC(=C2N1C=CNC2=O)NC2=CC=C(C=C2)C(=O)N2CCN(CC2)C